3-Methyl-5-(1-methyl-6-oxo-1,6-dihydropyridin-3-yl)benzo[b]thiophene-2-carboxylic acid CC=1C2=C(SC1C(=O)O)C=CC(=C2)C2=CN(C(C=C2)=O)C